1,1,2,2,3,3,4,4-octafluoro-5-(2,3,3-trifluoroprop-1-enoxy)cyclopentane FC1(C(C(C(C1OC=C(C(F)F)F)(F)F)(F)F)(F)F)F